ethyl (2S)-3-[5-[bis(2-chloroethyl)amino]-1-methyl-benzimidazol-2-yl]-2-(tert-butoxycarbonylamino)propanoate ClCCN(C1=CC2=C(N(C(=N2)C[C@@H](C(=O)OCC)NC(=O)OC(C)(C)C)C)C=C1)CCCl